ClC1=NC(=NC(=C1C#N)N1C[C@H](N(CC1)C(=O)C1CC1)C)C=1C=NN(C1)C 4-chloro-6-[(3R)-4-(cyclopropylcarbonyl)-3-methylpiperazin-1-yl]-2-(1-methyl-1H-pyrazol-4-yl)pyrimidine-5-carbonitrile